O1CCCC=2C1=CN=C(C2)C=O 3,4-dihydro-2H-pyrano[2,3-C]Pyridine-6-carbaldehyde